5,5-dimethyl-4,6-nonanediol dibenzoate C(C1=CC=CC=C1)(=O)OC(CCC)C(C(CCC)OC(C1=CC=CC=C1)=O)(C)C